O1CCN(CC1)C1=CC=CC=2N(C(NC21)=O)C2CCC(CC2)C(=O)O 4-(4-morpholino-2-oxo-3H-benzoimidazol-1-yl)cyclohexanecarboxylic acid